C(C)(=O)N1CCN(CC1)C(=O)N1CCC(CC1)=C(C#N)C1=CC=C(C=C1)F 2-(1-(4-acetylpiperazine-1-carbonyl)piperidin-4-ylidene)-2-(4-fluorophenyl)acetonitrile